N-(4-bromo-2,5-difluorophenyl)-6-chloro-1-methylpyrrolo[2,3-b]pyridine-3-sulfonamide BrC1=CC(=C(C=C1F)NS(=O)(=O)C1=CN(C2=NC(=CC=C21)Cl)C)F